S1C(=CC=2C1=C1C=NNC1=CC2)C(C)=O 1-(6H-thieno[2,3-e]indazol-2-yl)ethane-1-one